2-(2-chlorophenyl)-N-(4-(((1-cyclopropyl-1H-pyrazol-4-yl)oxy)methyl)-3-sulfamylphenyl)acetamide ClC1=C(C=CC=C1)CC(=O)NC1=CC(=C(C=C1)COC=1C=NN(C1)C1CC1)S(N)(=O)=O